ClC1=C(N=NN1C1=CC=C(C=C1)OC)[C@H](O)C1=C(C=CC=2N1C(=NC2)SCC)Cl |r| rac-(5-chloro-1-(4-methoxyphenyl)-1H-1,2,3-triazol-4-yl)(6-chloro-3-(ethylthio)imidazo[1,5-a]pyridin-5-yl)methanol